N-(2-Fluoro-2-methylpropyl)-5-(3-isopropyl-2-methyl-3H-imidazo[4,5-b]pyridin-5-yl)pyrrolo[2,1-f][1,2,4]triazin-2-amine FC(CNC1=NN2C(C=N1)=C(C=C2)C2=CC=C1C(=N2)N(C(=N1)C)C(C)C)(C)C